N-ethyl-2-(3-(6-((3-fluorooxetan-3-yl)methoxy)pyridin-3-yl)-6-oxopyridazin-1(6H)-yl)acetamide C(C)NC(CN1N=C(C=CC1=O)C=1C=NC(=CC1)OCC1(COC1)F)=O